(R)-2-(Butan-2-yl-1,1,1-d3)-3-methylbenzo[4,5]imidazo[1,2-a]pyrimidin-4(10H)-one C([C@H](CC)C=1N=C2N(C(C1C)=O)C1=C(N2)C=CC=C1)([2H])([2H])[2H]